(rac)-7-[6-fluoro-7-[1-[4-(trifluoromethoxy)benzoyl]-4-piperidyl]-3H-imidazo[4,5-b]pyridin-2-yl]-2-oxa-5-azaspiro[3.5]nonane-5-carboxylic acid FC=1C(=C2C(=NC1)NC(=N2)[C@H]2CN(C1(COC1)CC2)C(=O)O)C2CCN(CC2)C(C2=CC=C(C=C2)OC(F)(F)F)=O |r|